N-[3-(3-chloro-4-cyano-phenoxy)-2,2,4,4-tetramethyl-cyclobutyl]pyridazine-3-carboxamide ClC=1C=C(OC2C(C(C2(C)C)NC(=O)C=2N=NC=CC2)(C)C)C=CC1C#N